C(C)(=O)ON=C(C1=C(C=CC=C1)C)C=1C=C2C3=CC(CC=C3N(C2=CC1)CC)=O 1-[9-ethyl-6-(2-methylbenzoyl)-9H-carbazol-3-one]-1-(O-acetyl oxime)